O[C@@H]1C[C@H](N(C1)C([C@H](C(C)(C)C)NC(CCOCCC(=O)O)=O)=O)C(NCC1=CC=C(C=C1)C1=C(N=CS1)C)=O 3-(3-(((S)-1-((2S,4R)-4-Hydroxy-2-((4-(4-methylthiazol-5-yl)benzyl)carbamoyl)pyrrolidin-1-yl)-3,3-dimethyl-1-oxobutan-2-yl)amino)-3-oxopropoxy)propanoic acid